tert-Butyl 3-(((3-(dimethylamino)propyl)(3-((2-(4-methoxyphenyl)quinolin-4-yl)amino)propyl)amino)methyl)azetidine-1-carboxylate CN(CCCN(CCCNC1=CC(=NC2=CC=CC=C12)C1=CC=C(C=C1)OC)CC1CN(C1)C(=O)OC(C)(C)C)C